Bis(n-butyldi-1-adamantylphosphine) palladium acetate C(C)(=O)[O-].[Pd+2].C(CCC)P(C12CC3CC(CC(C1)C3)C2)C23CC1CC(CC(C2)C1)C3.C(CCC)P(C31CC2CC(CC(C3)C2)C1)C12CC3CC(CC(C1)C3)C2.C(C)(=O)[O-]